5-CHLORO-3-FORMYL-1H-INDOLE-2-CARBOXYLIC ACID METHYL ESTER COC(=O)C=1NC2=CC=C(C=C2C1C=O)Cl